5-bromo-3H-pyrrolo[2,1-f][1,2,4]triazin-4-one BrC=1C=CN2N=CNC(C21)=O